N1(C=NC=C1)C1(CCC(CC1)OC1=C2C=CC=NC2=CC(=N1)N1CCOCC1)C 4-(5-(((1s,4s)-4-(1H-imidazol-1-yl)-4-methylcyclohexyl)oxy)-1,6-naphthyridin-7-yl)morpholine